1-methyl-4-prop-1-en-2-yl-cyclohexene CC1=CCC(CC1)C(=C)C